2-fluoro-4-methoxy-1,1'-biphenyl FC1=C(C=CC(=C1)OC)C1=CC=CC=C1